O=C1NC(CC[C@H]1C=1C(=NC=CC1)C(=O)N)=O ((s)-2,6-dioxopiperidin-3-yl)picolinamide